6-(1-(4-(4-Cyano-6-methoxypyridin-2-yl)benzyl)-4-fluoro-1H-indol-7-carboxamido)spiro-[3.3]heptan C(#N)C1=CC(=NC(=C1)OC)C1=CC=C(CN2C=CC3=C(C=CC(=C23)C(=O)NC2CC3(CCC3)C2)F)C=C1